(S)-Tributyl(2-methyl-1-phenylpropoxy)silane C(CCC)[Si](O[C@@H](C(C)C)C1=CC=CC=C1)(CCCC)CCCC